7-[[(1S)-1-[4-[2-cyclopropyl-1-(4-prop-2-enylpiperazin-1-yl)ethyl]phenyl]ethyl]amino]-1-methyl-4H-pyrido[4,3-d][1,3]oxazin-2-one C1(CC1)CC(N1CCN(CC1)CC=C)C1=CC=C(C=C1)[C@H](C)NC1=CC=2N(C(OCC2C=N1)=O)C